O[C@@H]1C[C@H](NC1)C(=O)NCC1=CC=C(C=C1)C1=C(N=CS1)C (2S,4r)-4-hydroxy-N-[[4-(4-methylthiazol-5-yl)phenyl]methyl]pyrrolidine-2-carboxamide